B([O-])(Cl)Cl dichloroborate